N-(3-(6-(4-(3-(1-methylpyrrolidin-3-yl)ureido)phenyl)-1H-benzo[d]imidazol-1-yl)phenyl)methanesulfonamide CN1CC(CC1)NC(NC1=CC=C(C=C1)C=1C=CC2=C(N(C=N2)C=2C=C(C=CC2)NS(=O)(=O)C)C1)=O